C(C)(C)N1C(N(C=2C1=C1C(=NC2)NC(=C1C=1C=C2C=NN(C2=CC1)C)C=1C=NC(=CC1)OC)C)=O 1-Isopropyl-7-(6-methoxypyridin-3-yl)-3-methyl-8-(1-methyl-1H-indazol-5-yl)-3,6-dihydroimidazo[4,5-d]pyrrolo[2,3-b]pyridin-2(1H)-one